rhenium hexafluorophosphate F[P-](F)(F)(F)(F)F.[Re+4].F[P-](F)(F)(F)(F)F.F[P-](F)(F)(F)(F)F.F[P-](F)(F)(F)(F)F